C(C)(C)(C)OC(N[C@@H]1C[C@@H](CC1)OC1=C(C(=NC(=C1)C)OC)C1=CC=NO1)=O ((1S,3R)-3-((3-(isoxazol-5-yl)-2-methoxy-6-methylpyridin-4-yl)oxy)cyclopentyl)carbamic acid tert-butyl ester